BrC=1C=C(C=CC1OC)N1CC(N(CC1)C)CO (4-(3-bromo-4-methoxyphenyl)-1-methylpiperazin-2-yl)methanol